C(C)(C)(C)OC(=O)N1C[C@H](CC1)C(NC=1SC2=C(N1)C=C(C=C2)Br)=O (S)-3-((5-bromobenzo[d]thiazol-2-yl)carbamoyl)pyrrolidine-1-carboxylic acid tert-butyl ester